(S)-8-(tert-butyl)-5-methyl-2-phenyl-1,2,3,3a-tetrahydroimidazo[1,5-a]quinoxalin-4(5H)-one C(C)(C)(C)C1=CC=C2N(C([C@H]3N(C2=C1)CN(C3)C3=CC=CC=C3)=O)C